COC(=O)C1=CC(=CC=2N(C(=NC21)C)COCC[Si](C)(C)C)O.[N+](=O)([O-])C2=CC=C(NC1=CC=C(C=3C(C4=C(C=CC(=C4C(C13)=O)NC1=CC=C(C=C1)[N+](=O)[O-])NC1=CC=C(C=C1)[N+](=O)[O-])=O)NC1=CC=C(C=C1)[N+](=O)[O-])C=C2 1,4,5,8-tetrakis(p-nitroanilino)anthraquinone methyl-6-hydroxy-2-methyl-1-((2-(trimethylsilyl)ethoxy)methyl)-1H-benzo[d]imidazole-4-carboxylate